(N-[4-Amino-5-[4-(2-isoindolin-2-yl-2-oxoethoxy)benzoyl]thiazol-2-yl]-4-fluoroanilino)propanamid NC=1N=C(SC1C(C1=CC=C(C=C1)OCC(=O)N1CC2=CC=CC=C2C1)=O)N(C1=CC=C(C=C1)F)C(C(=O)N)C